C(#N)C1=CC=C(C=C1)C1=C(C=CC=2C(=NSC21)C)SC(C(=O)O)(C)C 2-[[7-(4-cyanophenyl)-3-methylbenzo[d]isothiazol-6-yl]thio]-2-methyl-propanoic acid